(S)-N-(5-(2-amino-[1,2,4]triazolo[1,5-a]pyridin-6-yl)-2-methoxypyridin-3-yl)-3-phenylisoxazolidine NC1=NN2C(C=CC(=C2)C=2C=C(C(=NC2)OC)N2OCC[C@H]2C2=CC=CC=C2)=N1